[C@H]12CN(C[C@H](CC1)N2)C=2C1=C(N=C(N2)OCC23CCCN3CC(C2)F)C(=C(N=C1)C=1C=C(C=CC1C(F)(F)F)O)F 3-(4-((1R,5S)-3,8-diazabicyclo[3.2.1]octan-3-yl)-8-fluoro-2-((2-fluorotetrahydro-1H-pyrrolizin-7a(5H)-yl)methoxy)pyrido[4,3-d]pyrimidin-7-yl)-4-(trifluoromethyl)phenol